(2-oxo-2-(piperidin-4-ylamino)ethyl)carbamic acid tert-butyl ester C(C)(C)(C)OC(NCC(NC1CCNCC1)=O)=O